C(CCCCCCCCC(=O)O)C(=O)O.C(CCCCC)(O)O hexanediol 1,9-nonanedicarboxylate